ClC1=NC(=NC(=C1)C=1C2=CC=C3C=CC=CC3=C2C=C2C=CC=CC12)C1=CC=CC=C1 4-chloro-2-phenyl-6-(tetraphene-7-yl)pyrimidine